ClC1=C(C=CC(=C1)Cl)C1=C(C=CC(=C1)C1=CC2=CC=CC=C2C=C1)S(=O)(=O)N (2,4-dichlorophenyl)-4-(naphthalen-2-yl)benzenesulfonamide